3-[({7-[4-(trifluoromethyl)phenyl]-3,4-dihydro-2H-1-benzopyran-4-yl}methyl)amino]pyridine-4-carboxylic acid FC(C1=CC=C(C=C1)C1=CC2=C(C(CCO2)CNC=2C=NC=CC2C(=O)O)C=C1)(F)F